5-(5-Chloro-2-{[(3R)-3-methyl-3,4-dihydroisoquinolin-2(1H)-yl]carbonyl}phenyl)-N-(4-hydroxyphenyl)-2-methyl-1-[2-(morpholin-4-yl)ethyl]-N-phenyl-1H-pyrrole-3-carboxamide ClC=1C=CC(=C(C1)C1=CC(=C(N1CCN1CCOCC1)C)C(=O)N(C1=CC=CC=C1)C1=CC=C(C=C1)O)C(=O)N1CC2=CC=CC=C2C[C@H]1C